benzyl (3aR,4S,5S,6aR)-2-acetyl-5-azido-4-(3-(4,4,5,5-tetramethyl-1,3,2-dioxaborolan-2-yl)propyl)octahydrocyclopenta[c]pyrrole-5-carboxylate C(C)(=O)N1C[C@H]2[C@@H](C1)[C@@H]([C@@](C2)(C(=O)OCC2=CC=CC=C2)N=[N+]=[N-])CCCB2OC(C(O2)(C)C)(C)C